OC1=C(N=C(N(C1=O)C)C1CN(C1)C(=O)OC(C)(C)C)C(NC=1C=NOC1)=O tert-butyl 3-(5-hydroxy-4-(isoxazol-4-ylcarbamoyl)-1-methyl-6-oxo-1,6-dihydropyrimidin-2-yl)azetidine-1-carboxylate